12-(((S)-1-((2S,4R)-4-hydroxy-2-(((S)-1-(4-(4-methyl-thiazol-5-yl)phenyl)ethyl)carbamoyl)pyrrolidin-1-yl)-3,3-dimethyl-1-oxobutan-2-yl)amino)-12-oxododecanoic acid O[C@@H]1C[C@H](N(C1)C([C@H](C(C)(C)C)NC(CCCCCCCCCCC(=O)O)=O)=O)C(N[C@@H](C)C1=CC=C(C=C1)C1=C(N=CS1)C)=O